CC1=C(C=O)C(=CC(=C1)O[Si](C(C)C)(C(C)C)C(C)C)C 2,6-dimethyl-4-triisopropylsiloxy-benzaldehyde